N1=C(N=CC=C1)C1=NC=CC=N1 pyrimidinyl-(pyrimidine)